COC(C(C1=CC=CC=C1)N1C(CC1)=O)=O methyl-2-(2-oxoazetidin-1-yl)-2-phenylacetate